ClC1=CC(=C2CN(CC2=C1)C([C@@](C(F)(F)F)(C)O)=O)[C@H]1N(CCC1)C(=O)OC(C)(C)C tert-butyl (S)-2-(6-chloro-2-((R)-3,3,3-trifluoro-2-hydroxy-2-methylpropanoyl)isoindolin-4-yl)pyrrolidine-1-carboxylate